C12CC(CC(CC1)O2)N2C(C(=CC=C2)NC(OC(C)(C)C)=O)=O tert-butyl (1-(cis-8-oxabicyclo[3.2.1]octan-3-yl)-2-oxo-1,2-dihydropyridin-3-yl)carbamate